cyclopropyl N-[5-chloro-4-fluoro-2-[[(1S)-3-(methylamino)-1-[[(3S,5R)-5-methyl-2-oxo-pyrrolidin-3-yl]methyl]-2,3-dioxo-propyl]carbamoyl]phenyl]carbamate ClC=1C(=CC(=C(C1)NC(OC1CC1)=O)C(N[C@H](C(C(=O)NC)=O)C[C@H]1C(N[C@@H](C1)C)=O)=O)F